(3S,6S)-3,6-Di(4-hydroxybenzyl)-2,5-diketopiperazin OC1=CC=C(C[C@H]2C(N[C@H](C(N2)=O)CC2=CC=C(C=C2)O)=O)C=C1